COCCOCCOCCN1N=CC(=C1)B1OC(C(O1)(C)C)(C)C 1-[2-[2-(2-methoxyethoxy)ethoxy]ethyl]-4-(4,4,5,5-tetramethyl-1,3,2-dioxaborolan-2-yl)pyrazole